CSC1=CC=C(C=C1)C#CC1=CC=C(C=C1)SC 1,2-bis(4-(methylthio)phenyl)ethyne